6-(3-(3-fluoro-5-(1-(tetrahydro-2H-pyran-4-yl)piperidin-4-yl)pyridin-2-yl)-4-isopropyl-1H-pyrazol-5-yl)-8-methoxy-[1,2,4]triazolo[1,5-a]pyridine FC=1C(=NC=C(C1)C1CCN(CC1)C1CCOCC1)C1=NNC(=C1C(C)C)C=1C=C(C=2N(C1)N=CN2)OC